L-2-hydroxyethanol OCCO